(3R)-4-(4-iodo-1H-pyrazolo[3,4-b]pyridin-6-yl)-3-methylmorpholine IC1=C2C(=NC(=C1)N1[C@@H](COCC1)C)NN=C2